2-((4-(2-chlorophenyl)-2-oxo-2H-chromen-7-yl)oxy)-3-methoxy-N-methylpropanamide ClC1=C(C=CC=C1)C1=CC(OC2=CC(=CC=C12)OC(C(=O)NC)COC)=O